FC=1C=C(C=CC1F)C1=C(C(=CC=C1)F)NC(=O)C=1C(=NN(C1)C)C(F)(F)F N-(3',4'-difluoro-3-fluorobiphenyl-2-yl)-1-methyl-3-trifluoromethyl-1H-pyrazole-4-carboxamide